2'-O-methyl-5-formylcytidine CO[C@H]1[C@@H](O[C@@H]([C@H]1O)CO)N1C(=O)N=C(N)C(=C1)C=O